COC=1C=C(C[C@@H]2[C@@H]([C@H](OC2)C2=CC(=C(C(=C2)OC)OC)OC)COC(=O)C2CCCCC2)C=CC1OC ((2S,3R,4R)-4-(3,4-Dimethoxybenzyl)-2-(3,4,5-trimethoxyphenyl)tetrahydrofuran-3-yl)methylcyclohexanecarboxylate